2-(1-benzhydryl-piperidin-4-yl)-5-fluoro-1,2,3,4-tetrahydroisoquinoline C(C1=CC=CC=C1)(C1=CC=CC=C1)N1CCC(CC1)N1CC2=CC=CC(=C2CC1)F